4-methyl-2-(methylthio)-4H-thiazolo[5',4':4,5]Pyrrolo[2,3-d]Pyridazin-5(6H)-one CN1C2=C(C3=C1C(NN=C3)=O)SC(=N2)SC